IC1=CN=CC2=CCCC=C12 4-iodo-6,7-dihydroisoquinoline